3-(3-(2-amino-1-hydroxyethyl)-2H-indazol-2-yl)propan-1-ol NCC(O)C=1N(N=C2C=CC=CC12)CCCO